2-(7-piperazin-1-yl-5H-pyrrolo[3,2-c]pyridazin-3-yl)-5-(1H-pyrazol-4-yl)phenol N1(CCNCC1)C1=CNC2=C1N=NC(=C2)C2=C(C=C(C=C2)C=2C=NNC2)O